OC[C@H]1CN(CCO1)C(=O)OC methyl (R)-2-(hydroxymethyl)morpholine-4-carboxylate